FC1=C(COC2=CC(=CC3=C2NC(=N3)CN3C(C(=CC=C3)NC([C@H](CC/C=C/C(=O)N)NC(COC)=O)=O)=O)F)C=CC(=C1)F (S,E)-N7-(1-((7-((2,4-Difluorobenzyl)oxy)-5-fluoro-1H-benzo[d]imidazol-2-yl)methyl)-2-oxo-1,2-dihydropyridin-3-yl)-6-(2-methoxyacetamido)hept-2-endiamid